C1CCN2C1(CC=1C=CC=CC21)C(=O)OCC ethyl 2,3-dihydro-1H-pyrrolo[1,2-a]indole-9a(9H)-carboxylate